C(C)OC1=CC=C(C2=C1OC(O2)(F)F)[C@H]2[C@@H](O[C@]([C@H]2C)(C(F)(F)F)C)C(=O)NC2=CC(=NC=C2)C(=O)OC |r| methyl rac-4-((2R,3S,4S,5R)-3-(7-ethoxy-2,2-difluorobenzo[d][1,3]dioxol-4-yl)-4,5-dimethyl-5-(trifluoromethyl)tetrahydrofuran-2-carboxamido)picolinate